C(OC(C)(C)C)(OCN(C1(CC1)C#N)C(C1=C(C=CC(=C1)C=1C=NN(C1)C1=C(C=C(C=C1OC(F)(F)F)C(C(F)(F)F)(C(F)(F)F)F)Cl)Cl)=O)=O tert-Butyl [(2-chloro-5-{1-[2-chloro-4-(1,1,1,2,3,3,3-heptafluoropropan-2-yl)-6-(trifluoromethoxy) phenyl]-1H-pyrazol-4-yl}benzoyl)(1-cyanocyclopropyl)amino]methyl carbonate